C(C1=CC=CC=C1)OCC1[C@H]2CN(C[C@@H]12)C(=O)OC(C)(C)C tert-butyl (1R,5S,6r)-6-((benzyloxy)methyl)-3-azabicyclo[3.1.0]hexane-3-carboxylate